ClC1=C(N=C(NC1=O)C1=CC(=NC=C1)F)N1CC(NCC1)C1CC1 5-chloro-4-[3-cyclopropylpiperazin-1-yl]-2-(2-fluoro-4-pyridinyl)-1H-pyrimidin-6-one